tert-butyl 1-(4-formylcyclohexyl)pyrazole-4-carboxylate C(=O)C1CCC(CC1)N1N=CC(=C1)C(=O)OC(C)(C)C